propyl-piperidine bis-trifluoromethanesulfonimide salt [N-](S(=O)(=O)C(F)(F)F)S(=O)(=O)C(F)(F)F.[N-](S(=O)(=O)C(F)(F)F)S(=O)(=O)C(F)(F)F.C(CC)N1CCCCC1